CC1=C(C(NN=C1)=O)N1CC(N(CC1)CC1=C(C=CC=C1)C(F)(F)F)=O 5-methyl-4-(3-oxo-4-[[2-(trifluoromethyl)phenyl]methyl]piperazin-1-yl)-2,3-dihydropyridazin-3-one